(S)-(6-(3-(1-(5,7-difluoro-3-methylbenzo[b]thiophen-2-yl)-2,2,2-trifluoroethyl)ureido)-[1,2,4]triazolo[1,5-a]pyridin-2-yl)carbamic acid benzyl ester C(C1=CC=CC=C1)OC(NC1=NN2C(C=CC(=C2)NC(=O)N[C@@H](C(F)(F)F)C2=C(C3=C(S2)C(=CC(=C3)F)F)C)=N1)=O